8-hydroxyl-guanine OC1=NC=2N=C(NC(C2N1)=O)N